N-[5-(4-methoxy-3-pyridyl)pyrazolo[1,5-a]pyridin-2-yl]cyclopropanecarboxamide COC1=C(C=NC=C1)C1=CC=2N(C=C1)N=C(C2)NC(=O)C2CC2